4-methyl-1,2,5-thiadiazole-3-carboxamide CC=1C(=NSN1)C(=O)N